CCCCCCCCCCCCCCCCCCCCCCCCC(C(=O)N[C@@H](COP(=O)([O-])O[C@@H]1[C@@H]([C@@H]([C@H]([C@@H]([C@H]1OC2[C@H]([C@H]([C@@H]([C@H](O2)COP(=O)([O-])OC3[C@@H]([C@H](C([C@H]([C@H]3O)O)O)O)O)O)O)O)O)O)O)O)[C@@H](CCCCCCCCCCCCCCC)O)O The molecule is an inositol phosphomannosylinositol phosphophytoceramide(2-) having an inositol 1-phosphinato group linked to the mannose residue (at the 6-position) and a hexacosanoyl group amide-linked to a C18 sphinganine base, with no hydroxylation at C-4 of the long-chain base and hydroxylation at C2 of the C26 very-long-chain fatty acid. Major species at pH 7.3. It is a conjugate base of an Ins-1-P-6-Man-1-2-Ins-1-P-Cer(d18:0/2-OH-26:0).